tristyryl phosphate P(=O)(OC=CC1=CC=CC=C1)(OC=CC1=CC=CC=C1)OC=CC1=CC=CC=C1